2-isopropyl-pyrazol C(C)(C)N1N=CC=C1